[I-].[Ti+2].[I-] titanium(II) iodide